ClC1=C2C(N(C(C2=CC=C1N1CCN(CC1)C1CC(C1)OC1CCN(CC1)C(=O)OC(C)(C)C)=O)[C@H]1C(NC(CC1)=O)=O)=O tert-butyl 4-[(1r,3r)-3-{4-[4-chloro-2-(2,6-dioxopiperidin-3-yl)-1,3-dioxoisoindol-5-yl]piperazin-1-yl}cyclobutoxy]piperidine-1-carboxylate